CC=1C=CC(=C(C1)N1C2=CC=CC=C2C=2C=CC=CC12)OC1OCCCC1 9-(5-methyl-2-((tetrahydro-2H-pyran-2-yl)oxy)phenyl)-9H-carbazole